manganese iron oxalate, lithium salt [Li+].C(C(=O)[O-])(=O)[O-].[Fe+2].[Mn+2]